(R)-2-(5-(difluoromethoxy)-4-((6-oxo-5-(trifluoromethyl)-1,6-dihydropyridazin-4-yl)amino)pentyl)-6-(5-(difluoromethyl)pyrimidin-2-yl)-7,8-difluoroisoquinolin-1(2H)-one FC(OC[C@@H](CCCN1C(C2=C(C(=C(C=C2C=C1)C1=NC=C(C=N1)C(F)F)F)F)=O)NC=1C=NNC(C1C(F)(F)F)=O)F